3-(N,N-dimethyl-sulfamoyl)-N-(6-(1-methyl-1H-pyrazol-4-yl)isoquinolin-3-yl)benzamide benzyl-(S)-(1-(trans-4-((tert-butoxycarbonyl)amino)cyclohexyl)propan-2-yl)carbamate C(C1=CC=CC=C1)N(C(O)=O)[C@H](C[C@@H]1CC[C@H](CC1)NC(=O)OC(C)(C)C)C.CN(S(=O)(=O)C=1C=C(C(=O)NC=2N=CC3=CC=C(C=C3C2)C=2C=NN(C2)C)C=CC1)C